C(C)(C)(C)C1=C(C(N(C=C1Br)C)=O)C(F)(F)F tert-butyl-5-bromo-1-methyl-3-(trifluoromethyl)pyridin-2(1H)-one